NC1=NC2=NC=C(N=C2C(N1)=O)CN(C(C(F)(F)F)=O)C1=CC=C(C(=O)N[C@H](C(=O)OC(C)(C)C)CCC(N2CCNCC2)=O)C=C1 tert-butyl (S)-2-(4-(N-((2-amino-4-oxo-3,4-dihydropteridin-6-yl)methyl)-2,2,2-trifluoroacetamido)benzamido)-5-oxo-5-(piperazin-1-yl)pentanoate